1,3-Dihydroxy-8-methoxy-6H-dibenzo[b,d]pyran-6-one OC1=CC(=CC=2OC(C3=C(C21)C=CC(=C3)OC)=O)O